[1-[6-(5-Methyl-1,3,4-oxadiazol-2-yl)pyrimidin-4-yl]-4-piperidyl]-[(3S)-3-phenylisoxazolidin-2-yl]methanone CC1=NN=C(O1)C1=CC(=NC=N1)N1CCC(CC1)C(=O)N1OCC[C@H]1C1=CC=CC=C1